4-[1-methyl-7-[4-(4-methylpiperazin-1-yl)-3-(1-methylpyrazol-4-yl)anilino]-2-oxo-4H-pyrimido[4,5-d]pyrimidin-3-yl]-3,4-dihydro-2H-quinoline-1-carboxylic acid tert-butyl ester C(C)(C)(C)OC(=O)N1CCC(C2=CC=CC=C12)N1C(N(C2=NC(=NC=C2C1)NC1=CC(=C(C=C1)N1CCN(CC1)C)C=1C=NN(C1)C)C)=O